(6R)-9-fluoro-13-oxa-2,17,21,22,25-pentaazapentacyclo[17.5.2.02,6.07,12.022,26]hexacosen FC1CC2[C@H]3CCCN3C3=CCN4NCC(CNCCCOC2CC1)C4N3